D-3-bromophenylalanine BrC=1C=C(C[C@@H](N)C(=O)O)C=CC1